2-methoxy-ethanon COCC=O